CS(=O)(=O)OC1=C(C(=CC=C1)Cl)[C@H]1CC(=NO1)C=1N=C(SC1)C1CCN(CC1)C(CN1N=C(C=C1C(F)F)C(F)F)=O 2-((5R)-3-[2-(1-([3,5-bis(difluoromethyl)-1H-pyrazol-1-yl] acetyl)piperidin-4-yl)-1,3-thiazol-4-yl]-4,5-dihydro-1,2-oxazol-5-yl)-3-chlorophenyl methanesulfonate